(E)-3-(3-Bromo-4-methoxyphenyl)-1-(2-hydroxy-4-methoxyphenyl)prop-2-en-1-one BrC=1C=C(C=CC1OC)/C=C/C(=O)C1=C(C=C(C=C1)OC)O